ClC1=C(C=NC2=NC(=CC=C12)C1=CC2=CN(N=C2C(=C1OCOC)C)C)N1C[C@@H](N([C@H](C1)C)C(=O)OC(C)(C)C)C tert-butyl (2S,6S)-4-{4-chloro-7-[6-(methoxymethoxy)-2,7-dimethylindazol-5-yl]-1,8-naphthyridin-3-yl}-2,6-dimethylpiperazine-1-carboxylate